C12C(C3CC(CC(C1)C3)C2)NCCCNC2=C3C(N(C(=NC3=CC=C2)C)C2C(NC(CC2)=O)=O)=O 3-(5-((3-(((1r,3r,5r,7r)-adamantan-2-yl)amino)propyl)amino)-2-methyl-4-oxoquinazolin-3(4H)-yl)piperidine-2,6-dione